6-bromo-3-iodo-imidazo[1,2-a]pyrazine BrC=1N=CC=2N(C1)C(=CN2)I